5-cyano-6-hydroxy-2-methyl-pyridine-3-carboxylic acid ethyl ester C(C)OC(=O)C=1C(=NC(=C(C1)C#N)O)C